N-(6-bromothiazolo[4,5-b]pyrazin-2-yl)-4-(5-cyano-2-methoxyphenyl)-6-methylnicotinamide BrC=1N=C2C(=NC1)N=C(S2)NC(C2=CN=C(C=C2C2=C(C=CC(=C2)C#N)OC)C)=O